N-(4-(3-amino-7-(1-(difluoromethyl)-1H-pyrazol-3-yl)-1H-pyrazolo[4,3-c]pyridin-4-yl)benzyl)-5-fluoro-2-methoxybenzamide NC1=NNC2=C1C(=NC=C2C2=NN(C=C2)C(F)F)C2=CC=C(CNC(C1=C(C=CC(=C1)F)OC)=O)C=C2